2-bromo-7-methoxy-9,9'-spirobifluorene BrC1=CC=2C3(C4=CC(=CC=C4C2C=C1)OC)C1=CC=CC=C1C=1C=CC=CC13